NC=1SC(=CN1)C1=CC=C(C=C1)NS(=O)(=O)C1=CC(=C(C=C1)OC)OC N-[4-(2-amino-1,3-thiazol-5-yl)phenyl]-3,4-Dimethoxybenzene-1-sulfonamide